trans-1-(6-((3-tert-butylphenyl)amino)pyrimidin-4-yl)-4-(3,4-dihydroisoquinolin-2(1H)-yl)piperidine C(C)(C)(C)C=1C=C(C=CC1)NC1=CC(=NC=N1)N1CCC(CC1)N1CC2=CC=CC=C2CC1